CN([C@H](CNC(CC(C)(C1=CC=CC=C1)C)=O)CC=1C=C2C=NNC2=CC1)C (S)-N-(2-(dimethylamino)-3-(1H-indazol-5-yl)propyl)-3-methyl-3-phenylbutyramide